(E)-(2-(1-(3,5-bis(trifluoromethyl)benzyl)-1H-indol-3-yl)-1-cyanovinyl)phosphonic acid FC(C=1C=C(CN2C=C(C3=CC=CC=C23)/C=C(\C#N)/P(O)(O)=O)C=C(C1)C(F)(F)F)(F)F